4-((((8a-ethyl-1-oxo-7,8,8a,9-tetrahydro-1H,6H-pyrrolo[1',2':3,4]imidazo[1,2-c]pyrimidin-3-yl)oxy)methyl)-2-fluorophenoxy)-5-(trifluoromethyl)benzonitrile C(C)C12N(C=3N(C(N=C(C3)OCC=3C(=C(OC4=CC=C(C#N)C=C4C(F)(F)F)C=CC3)F)=O)C1)CCC2